(2e)-hexadecenoic acid ethyl ester C(C)OC(\C=C\CCCCCCCCCCCCC)=O